COC1=C(C(N(C=C1)C1=CC=C(C=C1)F)=O)C(=O)N 4-methoxy-1-(4-fluorophenyl)-2-oxo-1,2-dihydropyridine-3-carboxamide